COC1=CC=C(C=C1)C1(OC(C2=C(O1)C=CC=C2)=O)C 2-(4-methoxyphenyl)-2-methyl-4H-benzo[d][1,3]dioxin-4-one